1-(tert-butyl) 3-ethyl (3S,4R)-4-(((benzyloxy)carbonyl)amino)piperidine-1,3-dicarboxylate C(C1=CC=CC=C1)OC(=O)N[C@H]1[C@H](CN(CC1)C(=O)OC(C)(C)C)C(=O)OCC